C(C)C(C(=O)O)(CC(CCC)=O)CC.CNC(=O)C1=NNC2=CC(=CC=C12)C=1SC=C(N1)C(=O)NCCC(C)C1=CC=CC=C1 2-(3-(methylcarbamoyl)-1H-indazol-6-yl)-N-(3-phenylbutyl)thiazole-4-carboxamide diethyl-4-oxo-heptanoate